6-(2,4-dioxo-1,2,3,4-tetrahydropyrimidin-5-yl)-4-(2-phenylcyclopropyl)pyridazine-3-formonitrile O=C1NC=C(C(N1)=O)C1=CC(=C(N=N1)C#N)C1C(C1)C1=CC=CC=C1